(R)-(3-aminopiperidin-1-yl)(2-(1-(cyclopropylmethyl)-7-methyl-1H-indol-2-yl)-3-methylimidazo[1,2-a]pyridin-7-yl)methanone N[C@H]1CN(CCC1)C(=O)C1=CC=2N(C=C1)C(=C(N2)C=2N(C1=C(C=CC=C1C2)C)CC2CC2)C